COC(/C=C/C1=CC=C(C=C1)B(O)O)=O 4-(E-3-methoxy-3-oxo-1-propen-1-yl)phenylboronic acid